tert-butyl (3S,4S)-3-((6-(6-(2,2-difluoroethoxy) imidazo[1,2-a]pyrazin-3-yl) pyridin-2-yl) amino)-4-fluoropyrrolidine-1-carboxylate FC(COC=1N=CC=2N(C1)C(=CN2)C2=CC=CC(=N2)N[C@H]2CN(C[C@@H]2F)C(=O)OC(C)(C)C)F